BrCC=1OC(=CC1)Cl 2-(bromomethyl)-5-chlorofuran